N(=[N+]=[N-])C[C@@H](CC)O (R)-1-azidobutan-2-ol